4-phenyl-3-(trifluoromethoxy)-1H-pyrazole C1(=CC=CC=C1)C=1C(=NNC1)OC(F)(F)F